3-(chlorosulfonyl)-4-fluorobenzoic acid ClS(=O)(=O)C=1C=C(C(=O)O)C=CC1F